The molecule is a member of the class of benzoxazoles that is 2,3-dihydro-1,3-benzoxazole carrying an oxo group at position 2. It has a role as an allelochemical and a phytoalexin. C1=CC=C2C(=C1)NC(=O)O2